NC=1C=2N(C(=CN1)CC1CCNCC1)C(=NC2C2=CC=C(C1=CC=CC=C21)N(C(=O)N)C2=CC(=CC=C2)C(F)(F)F)C {4-[8-amino-3-methyl-5-(piperidin-4-ylmethyl)imidazo[1,5-a]pyrazin-1-yl]naphthalen-1-yl}-1-[3-(trifluoromethyl)phenyl]urea